BrC1=C(C=C(C=C1)OC)NC(C(C)(C)C)=O N-(2-bromo-5-methoxyphenyl)pivaloamide